N-(3-((tert-butyldimethylsilyl)oxy)-2,6-dimethylphenyl)-4-methoxy-2-((3-methyl-4-(1-methylpiperidin-4-yl)phenyl)amino)pyrimidine-5-carboxamide [Si](C)(C)(C(C)(C)C)OC=1C(=C(C(=CC1)C)NC(=O)C=1C(=NC(=NC1)NC1=CC(=C(C=C1)C1CCN(CC1)C)C)OC)C